N-(3-(((2-Hydroxyethyl)(methyl)amino)methyl)-5-(trifluoromethyl)phenyl)-6-(imidazo[1,2-a]pyridin-3-carbonyl)-4,5,6,7-tetrahydrothieno[2,3-c]pyridin-3-carboxamid OCCN(C)CC=1C=C(C=C(C1)C(F)(F)F)NC(=O)C1=CSC=2CN(CCC21)C(=O)C2=CN=C1N2C=CC=C1